C(C)[Si](CC)(CC)OP(=O)(O[Si](CC)(CC)CC)O[Si](CC)(CC)CC tri(triethylsilyl)phosphate